Racemic-((1R,5S)-8-azabicyclo[3.2.1]Oct-3-yl)carbamic acid tert-butyl ester C(C)(C)(C)OC(NC1C[C@H]2CC[C@@H](C1)N2)=O